(S)-3-(5-(4-((1-(4-((1R,2S)-2-cyclohexyl-6-hydroxy-1,2,3,4-tetrahydronaphthalen-1-yl)-3-methoxyphenyl)piperidin-4-yl)methyl)piperazin-1-yl)-1-oxoisoindolin-2-yl)piperidine-2,6-dione C1(CCCCC1)[C@H]1[C@H](C2=CC=C(C=C2CC1)O)C1=C(C=C(C=C1)N1CCC(CC1)CN1CCN(CC1)C=1C=C2CN(C(C2=CC1)=O)[C@@H]1C(NC(CC1)=O)=O)OC